OC(=O)C(F)(F)F.C[C@]12C[C@H](N[C@@H]2C1)C(=O)NC=1C(N(C=CC1)C1=NC=CC=C1)=O (1R,3S,5R)-5-Methyl-N-{2-oxo-[1,2'-bipyridine]-3-yl}-2-azabicyclo[3.1.0]hexane-3-carboxamide TFA Salt